C(C)C1CN(CCC1C(=O)OCC)C(=O)OC(C)(C)C 1-(tert-butyl) 4-ethyl 3-ethylpiperidine-1,4-dicarboxylate